N1=CC=CC2=C(C=CC=C12)N1N=CC(=C1C(F)(F)F)C(=O)OCC ethyl 1-(quinolin-5-yl)-5-(trifluoromethyl)-1H-pyrazole-4-carboxylate